ClC=1C=C(C=CC1Cl)C1=C(C=CC=C1)S 3,4-dichlorophenyl-thiophenol